P(=O)([O-])([O-])[O-].[Na+].[Sn+4] tin sodium phosphate